3-amino-N-{2-[3-amino-4-(2-methoxypropoxy)pyrrolidin-1-yl]-5,6,7,8-tetrahydroquinolin-6-yl}-5-fluoro-6-methylthieno[2,3-b]pyridine-2-carboxamide NC1=C(SC2=NC(=C(C=C21)F)C)C(=O)NC2CC=1C=CC(=NC1CC2)N2CC(C(C2)OCC(C)OC)N